(4-(((R)-1-hydroxy-4-methylpent-2-yl)amino)-6-((S)-2-phenylpropyl)-1,3,5-triazin-2-yl)methanesulfonamide OC[C@@H](CC(C)C)NC1=NC(=NC(=N1)C[C@H](C)C1=CC=CC=C1)CS(=O)(=O)N